4-((4-aminocyclohexyl)methyl)-2-methylcyclohexan-1-amine NC1CCC(CC1)CC1CC(C(CC1)N)C